ClC=1C=C2C(=NC(=NC2=C(C1C1=CC(=CC2=CC=CC=C12)O)F)N1CC(C1)N(C)C)P1(CCNCC1)=O (S or R)-4-(6-chloro-2-(3-(dimethylamino)azetidin-1-yl)-8-fluoro-7-(3-hydroxynaphthalen-1-yl)quinazolin-4-yl)-1,4-azaphosphinane-4-oxide